tin (II) diethylhexanoate C(C)C(C(=O)[O-])(CCCC)CC.[Sn+2].C(C)C(C(=O)[O-])(CCCC)CC